methyl 6-amino-4-isopropoxy-pyridine-3-carboxylate NC1=CC(=C(C=N1)C(=O)OC)OC(C)C